ClC1=NC=C(C=N1)NC(=O)N[C@@H](C(F)(F)F)C=1OC2=C(C1C)C=C(C=C2F)F |o1:11| rel-1-(2-chloropyrimidin-5-yl)-3-[(1R)-1-(5,7-difluoro-3-methyl-1-benzofuran-2-yl)-2,2,2-trifluoroethyl]urea